ClC1CCCC=C1F 6-chloro-1-fluorocyclohex-1-ene